BrC1C(N(CC1)C=1C=C2C(=C(NC2=CC1)C1=CC(=NC=C1)C)C(C)C)=O 3-bromo-1-(3-isopropyl-2-(2-methylpyridin-4-yl)-1H-indol-5-yl)pyrrolidin-2-one